CC(=C)[C@H]1CC[C@]2([C@H]1CC[C@@]3([C@@H]2CC[C@H]4[C@]3(CC[C@@H]5[C@@]4(CCCC5(C)C)C)C)C)C hop-22(29)-ene